NC(=S)C=1C=C(C=CC1)C1=CN(C2=CC(=CC=C12)NC(CCOC)=O)C1CCC(CC1)(F)F N-(3-(3-aminothioformylphenyl)-1-(4,4-difluorocyclohexyl)-1H-indol-6-yl)-3-methoxypropionamide